N-methyl-4-(prop-2-ynylamino)-3-(tridecylmethoxy)benzamide CNC(C1=CC(=C(C=C1)NCC#C)OCCCCCCCCCCCCCC)=O